pyrrolidin-one N1C(CCC1)=O